N1CCCCC1 rac-piperidine